BrC=1C=C(C=C(C1)C1=CC=CC=C1)C1=CC=CC=C1 5'-bromo-M-terphenyl